C1(CC1)C=1N=CC=2C3=C(C=C(C2C1)S(=O)(=O)NCC(C)C)CCCC3NS(=O)(=O)C 3-cyclopropyl-10-(methanesulfonamido)-N-(2-methylpropyl)-7,8,9,10-tetrahydrobenzo[h]isoquinoline-5-sulfonamide